CC1=CC=C(C=N1)NCC1=CC=C(C=C1)C=1N(C=2C=CC=C(C2C1)NC1CCN(CC1)C1CCOCC1)CC(F)(F)F 2-(4-{[(6-methylpyridin-3-yl)amino]methyl}phenyl)-N-[1-(oxan-4-yl)piperidin-4-yl]-1-(2,2,2-trifluoroethyl)-1H-indol-4-amine